4,5-diamino-2-(difluoromethoxy)benzonitrile NC1=CC(=C(C#N)C=C1N)OC(F)F